(1,2-diphenyltetradecyl)malononitrile C1(=CC=CC=C1)C(C(CCCCCCCCCCCC)C1=CC=CC=C1)C(C#N)C#N